(4-hydroxyphenyl)pyruvate OC1=CC=C(C=C1)CC(C(=O)[O-])=O